6-[(2S)-2-aminobutyl]-2-chloro-N-[(thiophen-2-yl)methyl]thieno[3,2-d]pyrimidin-4-amine dihydrochloride Cl.Cl.N[C@H](CC1=CC=2N=C(N=C(C2S1)NCC=1SC=CC1)Cl)CC